ClC=1C(=NNC1)C1=NC(=NC=C1C(F)(F)F)N[C@@H]1CC[C@H](CC1)N(C(=O)NCC(F)(F)F)C1=NC=C(N=C1)C=1C=NN(C1)CC 1-(trans-4-((4-(4-chloro-1H-pyrazol-3-yl)-5-(trifluoromethyl)pyrimidin-2-yl)amino)cyclohexyl)-1-(5-(1-ethyl-1H-pyrazol-4-yl)pyrazin-2-yl)-3-(2,2,2-trifluoroethyl)urea